COC(=O)[C@@H]1C([C@@H]1C#N)(C)C.C(C(C)C)C1=CC=C(C=C1)[C@H](C(=O)CS(=O)(=O)N)C R-(-)-2-(4-isobutylphenyl)propanoyl-methanesulfonamide methyl-(1S,3R)-3-cyano-2,2-dimethylcyclopropane-1-carboxylate